C(C)(=O)NCCCN(CCCCCCCC(=O)OCCCCCCCCC)CCCCCCOC(CCC(OCCCCCCCC)OCCCCCCCC)=O nonyl 8-((3-acetamidopropyl)(6-((4,4-bis(octyloxy)butanoyl)oxy)hexyl)amino)octanoate